CC(=CCCC(=O)CC(=O)O)C The molecule is a monounsaturated oxo fatty acid comprising 3-oxooct-6-enoic acid having a methyl substituent at the 7-position. It is a 3-oxo monocarboxylic acid, a branched-chain fatty acid, an oxo fatty acid, a medium-chain fatty acid and a monounsaturated fatty acid.